tert-Butyl 2-((5-cyclopropyl-3-(2,6-dichlorophenyl)isoxazol-4-yl)methylene)-7-azaspiro[3.5]nonane-7-carboxylate C1(CC1)C1=C(C(=NO1)C1=C(C=CC=C1Cl)Cl)C=C1CC2(C1)CCN(CC2)C(=O)OC(C)(C)C